C(=O)(O)C1=CC=CC=2NN=NC21 4-carboxyl-1H-benzotriazole